IC=1NC2=CC=CC(=C2C1C)[N+](=O)[O-] 2-iodo-3-methyl-4-nitro-1H-indole